3'-((perfluorooctane-1,8-diyl)bis(2,3,5,6-tetrafluoro-4,1-phenylene))bis(3-(trifluoromethyl)-3H-diazirine) FC(C(C(C(C(C(C(C(C1=C(C(=C(C(=C1F)F)C1(N=N1)C(F)(F)F)F)F)(F)F)(F)F)(F)F)(F)F)(F)F)(F)F)(F)F)(C1=C(C(=C(C(=C1F)F)C1(N=N1)C(F)(F)F)F)F)F